(2-(3-(4-amino-7-(cis-3-(azetidin-1-ylmethyl)cyclobutyl)-7H-pyrrolo[2,3-d]pyrimidin-5-yl)phenoxy)ethyl)phosphonic acid NC=1C2=C(N=CN1)N(C=C2C=2C=C(OCCP(O)(O)=O)C=CC2)[C@@H]2C[C@@H](C2)CN2CCC2